N-(3-chloro-4-fluorophenyl)-N-methyl-1-(6-methyl-4-(trifluoromethyl)pyridin-2-yl)-3-((4-morpholinopiperidin-1-yl)methyl)-4,5-dihydro-1H-pyrazole-5-carboxamide ClC=1C=C(C=CC1F)N(C(=O)C1CC(=NN1C1=NC(=CC(=C1)C(F)(F)F)C)CN1CCC(CC1)N1CCOCC1)C